NC1=NC2=CC(=CC=C2C=C1F)CN(C(=O)C=1C=NC(=CC1)C)C1=CC=CC=2C(CCS(C21)(=O)=O)(F)F N-[(2-amino-3-fluoroquinolin-7-yl)methyl]-N-(4,4-difluoro-1,1-dioxo-3,4-dihydro-2H-1λ6-benzothiopyran-8-yl)-6-methylpyridine-3-carboxamide